ethyl (E)-3-(4-(sec-butoxy)phenyl)but-2-enoate C(C)(CC)OC1=CC=C(C=C1)/C(=C/C(=O)OCC)/C